racemic-3-(isoquinolin-4-yl)-2-oxo-1-(6-(trifluoromethyl)pyridin-3-yl)imidazoline-4-carbonitrile C1=NC=C(C2=CC=CC=C12)N1C(N(C[C@@H]1C#N)C=1C=NC(=CC1)C(F)(F)F)=O |r|